COC1=C(C=CC(=C1)C(F)(F)F)CC1=NC2=C(N1C=1C=C3CCC(NC3=CC1)=O)C=CC(=C2)C(=O)NC 2-[[2-methoxy-4-(trifluoromethyl)phenyl]methyl]-N-methyl-1-(2-oxo-3,4-dihydro-1H-quinolin-6-yl)benzimidazole-5-carboxamide